C(#N)N=S(=O)(NC(NC1=C2CCCC2=CC=2CCCC12)=O)\C=C\C1CC2C(CN(C2)C)C1 (E)-N'-cyano-N-((1,2,3,5,6,7-hexahydro-s-indacen-4-yl)carbamoyl)-2-(2-methyloctahydrocyclopenta[c]pyrrol-5-yl)ethene-1-sulfonimidamide